bis(trimethylolpropane) tetraacrylate C(C=C)(=O)O.C(C=C)(=O)O.C(C=C)(=O)O.C(C=C)(=O)O.C(O)C(CC)(CO)CO.C(O)C(CC)(CO)CO